NCCOCCOCCOCCC(N[C@@H](C)C(C)(C)C)=O (S)-1-amino-14-(tert-butyl)-12-oxo-3,6,9-trioxa-13-aza-pentadecane